3,5,7-trimethyl-4'-methoxyflavanone tert-butyl-4-(1-(1-((benzyloxy)carbonyl)piperidin-4-yl)ethyl)piperazine-1-carboxylate C(C)(C)(C)C1N(CCN(C1)C(C)C1CCN(CC1)C(=O)OCC1=CC=CC=C1)C(=O)O.CC1C(OC2=CC(=CC(=C2C1=O)C)C)C1=CC=C(C=C1)OC